C1C(CCC)O1 1,2-pentylene oxide